N-methyl-2-((2-((4-(((4-(pyrrolidin-2-yl)phenyl)amino)methyl)phenyl)amino)-5-(trifluoromethyl)pyrimidin-4-yl)amino)benzamide CNC(C1=C(C=CC=C1)NC1=NC(=NC=C1C(F)(F)F)NC1=CC=C(C=C1)CNC1=CC=C(C=C1)C1NCCC1)=O